5-chloro-4-((((2S,4S)-2-(cyclobutylmethyl)-4-hydroxypyrrolidin-2-yl)methyl)amino)-2-fluoro-N-(thiazol-2-yl)benzenesulfonamide ClC=1C(=CC(=C(C1)S(=O)(=O)NC=1SC=CN1)F)NC[C@]1(NC[C@H](C1)O)CC1CCC1